5-methyl-1,3-dihydrobenzo[c]selenophene CC1=CC2=C(C[Se]C2)C=C1